CC=1C(=CC=C(N)C1)OC1=CC(=NN1C)C(F)(F)F 5-methyl-4-(1-methyl-3-trifluoromethyl-1H-pyrazol-5-oxy)aniline